methyl ((R)-N-(tert-butoxycarbonyl)-6-methyl-2-(((R)-6-oxohexan-2-yl)oxy)pyridine-3-sulfonimidoyl)-L-prolinate C(C)(C)(C)OC(=O)N=[S@](=O)(C=1C(=NC(=CC1)C)O[C@H](C)CCCC=O)N1[C@@H](CCC1)C(=O)OC